4-chloro-5-(2,2,2-trifluoroethyl)pyrimido[5,4-b]indol-8-amine ClC1=NC=NC2=C1N(C=1C=CC(=CC21)N)CC(F)(F)F